NC1=C(C(=O)O)C=CC=C1C 2-Amino-3-methylbenzoic acid